The molecule is an primary alcohol that is butan-1-ol in which a hydrogen at position 3 has been replaced by a methyl group. It has a role as a xenobiotic metabolite, a Saccharomyces cerevisiae metabolite and an antifungal agent. It is a primary alcohol, a volatile organic compound and an alkyl alcohol. It derives from a hydride of an isopentane. CC(C)CCO